C1(CC1)C1=CC=C(C=N1)C1=CC=C(N=N1)NC1[C@H]2CN(C[C@@H]12)CC1CCOCC1 (1s,5r)-N-[6-(6-cyclopropyl-3-pyridinyl)pyridazin-3-yl]-3-(tetrahydropyran-4-ylmethyl)-3-azabicyclo[3.1.0]hexane-6-amine